1-Pentyl-3-propylpyrrolidinium fluorid [F-].C(CCCC)[NH+]1CC(CC1)CCC